C(=O)(OC(C)(C)C)N[C@@H](C1=CC=CC=C1)C(=O)O N-Boc-L-phenylglycine